CO[C@H](CO)C (2S)-2-methoxypropane-1-ol